3-[2-(1-Cyclopropyl-4,6-difluoro-1,3-benzodiazol-5-yl)ethynyl]-1-[(3S,5S)-5-methyl-1-(prop-2-enoyl)pyrrolidin-3-yl]-5-(methylamino)pyrazole-4-carboxamide C1(CC1)N1C=NC2=C1C=C(C(=C2F)C#CC2=NN(C(=C2C(=O)N)NC)[C@@H]2CN([C@H](C2)C)C(C=C)=O)F